3-[4-carboxy-2-(dimethylcarbamoyl)-5-hydroxybenzamido]-2',4'-dichloro-[1,1'-biphenyl]-4-carboxylic acid C(=O)(O)C1=CC(=C(C(=O)NC=2C=C(C=CC2C(=O)O)C2=C(C=C(C=C2)Cl)Cl)C=C1O)C(N(C)C)=O